(S)-4-((1-(3-cyclopropyl-4-oxo-5-(pyrimidin-5-yl)-3,4-dihydroquinazolin-2-yl)propyl)amino)quinazoline-6-carbonitrile C1(CC1)N1C(=NC2=CC=CC(=C2C1=O)C=1C=NC=NC1)[C@H](CC)NC1=NC=NC2=CC=C(C=C12)C#N